BrCC(=O)NC=1C(=NC(=CC1)C(F)(F)F)C 2-bromo-N-[2-methyl-6-(trifluoromethyl)pyridin-3-yl]acetamide